2-(5-(((7-(3,3-difluoro-4,4-dimethylpyrrolidin-1-yl)-5-isopropyl-5H-pyrrolo[3,2-d]pyrimidin-2-yl)thio)methyl)-2-fluorophenyl)acetic acid FC1(CN(CC1(C)C)C1=CN(C2=C1N=C(N=C2)SCC=2C=CC(=C(C2)CC(=O)O)F)C(C)C)F